2,4,6,8-tetramethyl-2-n-propylcyclotetrasiloxane C[Si]1(O[SiH](O[SiH](O[SiH](O1)C)C)C)CCC